CC1=CC(N(C1)C(=O)NCCC1=CC=CC=C1)=O (E)-4-methyl-2-oxo-N-phenethyl-2,5-dihydro-1H-pyrrole-1-amide